N-(4-chloro-3-methylphenyl)-6-methoxy-N-methyl-2,3-dihydro-1H-indole-2-carboxamide HCl salt Cl.ClC1=C(C=C(C=C1)N(C(=O)C1NC2=CC(=CC=C2C1)OC)C)C